3-Cyclohexanebis(METHYLAMINE) C1(CC(CCC1)CN)CN